4-phenylmethylene-2,6-bis-Tert-butyl-2,5-cyclohexadien-1-one C1(=CC=CC=C1)C=C1C=C(C(C(=C1)C(C)(C)C)=O)C(C)(C)C